tert-Butyl N-[3-[3-(tert-butoxycarbonylamino)propyl-[4-[(2,6-dichloro-4-pyridyl)-difluoro-methyl]cyclohexanecarbonyl]amino]propyl]carbamate C(C)(C)(C)OC(=O)NCCCN(CCCNC(OC(C)(C)C)=O)C(=O)C1CCC(CC1)C(F)(F)C1=CC(=NC(=C1)Cl)Cl